C(C)(C)(C)OC(C(CC1=CC=C(C=C1)F)NCC(=O)NC1=C(C=CC(=C1)Cl)N1N=NC(=C1)Cl)=O 2-((2-((5-chloro-2-(4-chloro-1H-1,2,3-triazol-1-yl)phenyl)amino)-2-oxoethyl)amino)-3-(4-fluorophenyl)propanoic acid tert-butyl ester